2-(isochroman-5-yl)-1,4-benzoquinone C1OCCC2=C(C=CC=C12)C=1C(C=CC(C1)=O)=O